ClC=1N=CC=C2C=C(C(=NC12)C(F)(F)F)CO (8-chloro-2-(trifluoromethyl)-1,7-naphthyridin-3-yl)methanol